(1H-indol-1-yl)(pyridin-2-yl)methanone N1(C=CC2=CC=CC=C12)C(=O)C1=NC=CC=C1